COC=1C=C(C=CC1[N+](=O)[O-])C12C(C=CC=3C[C@@H]4[C@@H]5C=C[C@@H]([C@@H]([C@@]5(C13)CCN4C)O2)O)O 4-(3-methoxy-4-nitrophenyl)morphine